FC=1C=C2CCN(CC2=CC1C=1N=C2SC3=C(N2C1)C=CC(=C3)C(NCCCN3CCC(CC3)F)=O)C(=O)OC(C)(C)C tert-butyl 6-fluoro-7-(7-((3-(4-fluoropiperidin-1-yl)propyl)carbamoyl)benzo[d]imidazo[2,1-b]thiazol-2-yl)-3,4-dihydroisoquinoline-2(1H)-carboxylate